BrC1=CC=C(C=C1)NC1=NC=C(C(=N1)NC1=C(C(=O)NC)C=CC=C1)C(F)(F)F {2-[(4-bromophenyl)amino]-5-trifluoromethylpyrimidin-4-ylamino}-N-methylbenzamide